C(C)OC(=O)C=1C=NN(C1C(F)(F)F)C1=C(C=C(C=C1)F)C 1-(4-fluoro-2-methylphenyl)-5-(trifluoromethyl)-1H-pyrazole-4-carboxylic acid ethyl ester